BrC=1C=C(C=CC1)C1(OC(C1)C)C=1N(C(=NN1)S)C 5-(2-(3-bromophenyl)-4-methyloxetan-2-yl)-4-methyl-4H-1,2,4-triazole-3-thiol